C(#N)C1=CC(=C(COC2=CC=CC(=N2)C2=C(C=C(CC3=NC4=C(N3CC3OCCC3)C=C(C=C4)C(=O)O)C=C2)F)C=C1)F 2-(4-(6-((4-cyano-2-fluorobenzyl)oxy)pyridin-2-yl)-3-fluorobenzyl)-1-((tetrahydrofuran-2-yl)methyl)-1H-benzo[d]imidazole-6-carboxylic acid